N-(2-(3,3-dimethylbut-1-yloxy)ethyl)-3-(pyrrolidinyl)propan-1-amine CC(CCOCCNCCCN1CCCC1)(C)C